O1[C@@H](CC1)CN1C(=NC2=C1C=C(C=C2)C(=O)O)CN2CCC(CC2)C2=NC(=CC=C2)OCC=2OC1=C(C2)C=CC=C1C(F)(F)F (S)-1-(oxetan-2-ylmethyl)-2-((4-(6-((7-(trifluoromethyl)benzofuran-2-yl)methoxy)pyridin-2-yl)piperidin-1-yl)methyl)-1H-benzo[d]imidazole-6-carboxylic acid